ethylene glycol allenylmethyl ether C(=C=C)COCCO